4-bromo-2-(4-chloro-2-fluorophenyl)-2-methylbenzo[d][1,3]dioxol BrC1=CC=CC=2OC(OC21)(C)C2=C(C=C(C=C2)Cl)F